tert-Butyl 7-((1-methylazetidin-3-yl)oxy)-3,4-dihydroisoquinoline-2(1H)-carboxylate CN1CC(C1)OC1=CC=C2CCN(CC2=C1)C(=O)OC(C)(C)C